(E)-(6-((4-(4-(2-cyanovinyl)-2,6-dimethylphenoxy)pyrimidin-2-yl)amino)-3,4-dihydroisoquinolin-2(1H)yl)phosphonic acid dimethyl ester COP(OC)(=O)N1CC2=CC=C(C=C2CC1)NC1=NC=CC(=N1)OC1=C(C=C(C=C1C)\C=C\C#N)C